8-((cyclopropylmethyl)(2'-hydroxy-[1,1'-biphenyl]-4-yl)amino)-5-methyl-6-oxo-5,6-dihydro-1,5-naphthyridine-2-carbonitrile C1(CC1)CN(C1=CC(N(C=2C=CC(=NC12)C#N)C)=O)C1=CC=C(C=C1)C1=C(C=CC=C1)O